N,N-diethyl-N,N-bis(2-hydroxyethyl)ammonium hydroxide [OH-].C(C)[N+](CCO)(CCO)CC